C(C1=CC=CC=C1)(=O)O[C@@H]1[C@@H](C[C@H](C1)OCC1=CC=CC=C1)NC(=O)OC(C)(C)C |r| [rac-(1S,2R,4R)-4-benzyloxy-2-(tert-butoxycarbonylamino)cyclopentyl] benzoate